8-((4-(Difluoromethoxy)phenyl)sulfonyl)-N-((tetrahydro-2H-pyran-4-yl)methyl)-8-azabicyclo[3.2.1]octan-3-amine FC(OC1=CC=C(C=C1)S(=O)(=O)N1C2CC(CC1CC2)NCC2CCOCC2)F